C(C)(=O)ON1C(C=2C(C1=O)=CC=CC2)=O N-acetyloxyphthalimide